(S)-6-bromo-1-(1-phenylethyl)-7-(trifluoromethyl)-3,4-dihydro-1,5-naphthyridin-2(1H)-one BrC=1N=C2CCC(N(C2=CC1C(F)(F)F)[C@@H](C)C1=CC=CC=C1)=O